FC1=C(C(=O)OC(C2=C(C(=C(C(=C2F)F)F)F)F)=O)C(=C(C(=C1F)F)F)F 2,3,4,5,6-pentafluorobenzoic anhydride